ClC1=C(CC=2NC(=C(N2)C2=CC=CC=C2)C)C=CC(=C1)Cl 2-(2,4-Dichlorobenzyl)-5-methyl-4-phenylimidazole